CC(C[C@H](NC([C@H](CC1=CC=CC=C1)NC(=O)C1=NC=CN=C1)=O)B(O)O)C {(1R)-3-methyl-1-[(2S)-3-phenyl-2-(pyrazine-2-carboxamido)propanamido]butyl}boronic acid